C(#N)C=1C=CC(=C(C1)NS(=O)(=O)C=1C=C(C(=O)O)C=CC1OC)C=1SC(=CC1)F 3-(N-(5-cyano-2-(5-fluorothiophen-2-yl)phenyl)sulfamoyl)-4-methoxybenzoic acid